N1CCCC2=CC=C(C=C12)NC=1C=C(C=NC1)C1=CC2=C(N=CO2)C=C1 6-(5-((1,2,3,4-tetrahydroquinolin-7-yl)amino)pyridin-3-yl)benzo[d]oxazol